FCC1=NN=C(O1)C=1C(=C2C(=NC1)NC=C2)N[C@H]2CN(C[C@H](C2)C)C(CC#N)=O 3-((3R,5S)-3-((5-(5-(fluoromethyl)-1,3,4-oxadiazol-2-yl)-1H-pyrrolo[2,3-b]pyridin-4-yl)amino)-5-methylpiperidin-1-yl)-3-oxopropanenitrile